(E)-3,7,11-trimethyldodeca-6,10-dien-1-yl 4-hydroxybenzoate OC1=CC=C(C(=O)OCCC(CC\C=C(\CCC=C(C)C)/C)C)C=C1